5-methyl-2-phenyl-3-(piperidin-1-yl)-6-(1H-pyrazol-4-yl)pyrazolo[1,5-a]pyrimidin-7(4H)-one CC=1NC=2N(C(C1C=1C=NNC1)=O)N=C(C2N2CCCCC2)C2=CC=CC=C2